anhydromevalonyl-CoA C/C(=C\C(=O)SCCNC(=O)CCNC(=O)[C@@H](C(C)(C)COP(=O)(O)OP(=O)(O)OC[C@@H]1[C@H]([C@H]([C@@H](O1)N2C=NC3=C(N=CN=C32)N)O)OP(=O)(O)O)O)/CCO